2-(1-ethyl-3-methyl-1H-pyrazol-5-yl)-8-methoxy-9H-pyrimido[4,5-b]indol-6-amide C(C)N1N=C(C=C1C=1N=CC2=C(NC3=C(C=C(C=C23)C(=O)N)OC)N1)C